(3,4-difluorophenyl)-5-(3,3-dimethyl-2-oxo-1-(pyridin-2-yl)-2,3-dihydro-1H-pyrrolo[2,3-b]pyridin-4-yl)-2-(trifluoromethyl)nicotinamide FC=1C=C(C=CC1F)C1=NC(=C(C(=O)N)C=C1C1=C2C(=NC=C1)N(C(C2(C)C)=O)C2=NC=CC=C2)C(F)(F)F